5-(3-aminopropyl)-2-(2,4-dioxotetrahydropyrimidin-1(2H)-yl)isoindoline-1,3-dione NCCCC=1C=C2C(N(C(C2=CC1)=O)N1C(NC(CC1)=O)=O)=O